Cl.ClC=1C=C(C=CC1Cl)N1N=C(C=C1C)OCCCCN1CCCCC1 1-{4-[1-(3,4-dichlorophenyl)-5-methyl-1H-pyrazol-3-yloxy]butyl}piperidine hydrochloride